The molecule is a 3-oxo-fatty acyl-CoA(4-) arising from deprotonation of the phosphate and diphosphate functions of (6Z,9Z,12Z,15Z,18Z)-3-oxotetracosapentaenoyl-CoA; major species at pH 7.3. It is a 3-oxo-fatty acyl-CoA(4-) and an 11,12-saturated fatty acyl-CoA(4-). It is a conjugate base of a (6Z,9Z,12Z,15Z,18Z)-3-oxotetracosapentaenoyl-CoA. CCCCC/C=C\\C/C=C\\C/C=C\\C/C=C\\C/C=C\\CCC(=O)CC(=O)SCCNC(=O)CCNC(=O)[C@@H](C(C)(C)COP(=O)([O-])OP(=O)([O-])OC[C@@H]1[C@H]([C@H]([C@@H](O1)N2C=NC3=C(N=CN=C32)N)O)OP(=O)([O-])[O-])O